C(C1=CC=CC=C1)SSC([2H])(F)F 1-benzyl-2-(difluoromethyl-d)disulfane